1-(6-(piperidin-4-yl)quinolin-3-yl)pyrimidine-2,4(1H,3H)-dione-HCl salt Cl.N1CCC(CC1)C=1C=C2C=C(C=NC2=CC1)N1C(NC(C=C1)=O)=O